FC1=C(C)C=CC(=C1F)F 2,3,4-Trifluorotoluene